tert-butyl 4-(4-(4-fluoroisoindoline-2-carboxamido) phenyl)piperidine-1-carboxylate FC1=C2CN(CC2=CC=C1)C(=O)NC1=CC=C(C=C1)C1CCN(CC1)C(=O)OC(C)(C)C